COC1=C(C=C(C(=C1C)C)OC)CCN 2-(2,5-dimethoxy-3,4-dimethylphenyl)ethanamine